(3-([1,1'-Biphenyl]-2-ylethynyl)-1H-indazol-5-yl)(4,7-diazaspiro[2.5]octan-7-yl)methanone C1(=C(C=CC=C1)C#CC1=NNC2=CC=C(C=C12)C(=O)N1CCNC2(CC2)C1)C1=CC=CC=C1